6-(2,4-dimethoxypyrimidin-5-yl)-8-((1S,2S)-2-(3-fluoro-1-(2,2,2-trifluoroethyl)-1H-pyrrolo[3,2-c]pyridin-6-yl)cyclopropyl)imidazo[1,2-b]pyridazine COC1=NC=C(C(=N1)OC)C=1C=C(C=2N(N1)C=CN2)[C@@H]2[C@H](C2)C2=CC1=C(C=N2)C(=CN1CC(F)(F)F)F